(R)-N-(1-(3-((5-ethynylpyrimidin-2-yl)amino)pyrrolidin-1-yl)isoquinolin-6-yl)acrylamide C(#C)C=1C=NC(=NC1)N[C@H]1CN(CC1)C1=NC=CC2=CC(=CC=C12)NC(C=C)=O